pyridyl-pyrazolidinone N1=C(C=CC=C1)N1NC(CC1)=O